N[C@H]1[C@H](C[C@@H](OC1)C(=O)N1[C@H](C2=CC=CC=C2CC1)C1=CC=C(C=C1)F)N=[N+]=[N-] ((2R,4S,5S)-5-amino-4-azidotetrahydro-2H-pyran-2-yl)((S)-1-(4-fluorophenyl)-3,4-dihydroisoquinolin-2(1H)-yl)methanone